tris(β-hydroxy-ethyl)amine OCCN(CCO)CCO